2-((1S,3R)-3-Methyl-2-(2,2,2-trifluoroethyl)-2,3,4,9-tetrahydro-1H-pyrido[3,4-b]indol-1-yl)-5-((1-propylazetidin-3-yl)methyl)thiazole C[C@@H]1CC2=C(NC3=CC=CC=C23)[C@H](N1CC(F)(F)F)C=1SC(=CN1)CC1CN(C1)CCC